(2-(dimethylamino)-6-methoxypyridin-4-yl)methanol CN(C1=NC(=CC(=C1)CO)OC)C